O1CCC(=CC1)C=1C2=C(C(=NC1)OC)N=C(S2)NC(C2=CC=C(C=C2)C(=O)N2CCN(CC2)C)=O N-[7-(3,6-Dihydro-2H-pyran-4-yl)-4-methoxy-thiazolo[4,5-c]pyridin-2-yl]-4-(4-methyl-piperazin-1-carbonyl)-benzamid